N-[(1S)-1-[[(1S)-1-[5-(2,4-difluorophenyl)-1H-imidazol-2-yl]ethyl]carbamoyl]-3-[(2S)-2-methyl-1-piperidyl]-3-oxo-propyl]-4,4-dimethyl-pentanamide FC1=C(C=CC(=C1)F)C1=CN=C(N1)[C@H](C)NC(=O)[C@H](CC(=O)N1[C@H](CCCC1)C)NC(CCC(C)(C)C)=O